6-(prop-1-en-2-yl)pyridazin-3-amine C=C(C)C1=CC=C(N=N1)N